dihydro-1H-1,8-naphthyridin N1CCCC2=CC=CN=C12